C1(=CC=CC=C1)N1N=C(C=2C1=NC(=NC2)OCCO)C2=CC=CC=C2 2-((1,3-diphenyl-1H-pyrazolo[3,4-d]pyrimidin-6-yl)oxy)ethan-1-ol